bromo-8-methoxyquinoline BrC1=NC2=C(C=CC=C2C=C1)OC